C[C@@H]1N(CC1)C(=O)O[C@H]1C[C@H](CC1)C1=CC(=NN1)NC(=O)C1=CN=CN1C (1R,3S)-3-(3-{[(1-methyl-1H-imidazol-5-yl)carbonyl]amino}-1H-pyrazol-5-yl)cyclopentyl (2S)-2-methylazetidine-1-carboxylate